4-(4-(((2-aminopyridin-3-yl)methyl)amino)-8-fluoro-2-(((2R,7aS)-2-fluorohexahydro-1H-pyrrolizin-7a-yl)methoxy)pyrido[4,3-d]pyrimidin-7-yl)-5-ethyl-6-fluoronaphthalen-2-ol NC1=NC=CC=C1CNC=1C2=C(N=C(N1)OC[C@]13CCCN3C[C@@H](C1)F)C(=C(N=C2)C2=CC(=CC1=CC=C(C(=C21)CC)F)O)F